(4-bromophenyl)(morpholinyl)methanone BrC1=CC=C(C=C1)C(=O)N1CCOCC1